5-tert-butyl 1-(2,5-dioxopyrrolidin-1-yl) N-[(benzyloxy)carbonyl]-L-glutamate C(C1=CC=CC=C1)OC(=O)N[C@@H](CCC(=O)OC(C)(C)C)C(=O)ON1C(CCC1=O)=O